NC1=C(C=C(C=C1)S(=O)(=O)C=1C=C(OC2CN(C2)C(=O)OC(C)(C)C)C=CC1)F Tert-butyl 3-[3-(4-amino-3-fluorobenzenesulfonyl)phenoxy]azetidine-1-carboxylate